OC(CC(=O)O)CC 3-Hydroxypentanoic acid